6-Methoxy-(3,5-bis(trifluoromethyl)phenyl)-2-(trifluoromethyl)-1H-imidazo[4,5-b]pyrazin-5-amin COC1=C(N=C2C(=N1)N(C(=N2)C(F)(F)F)C2=CC(=CC(=C2)C(F)(F)F)C(F)(F)F)N